CC1CN(CCN1)C=1C=CC(=NC1)NC(=O)C=1C=CC=2N(C1)C=CN2 N-(5-(3-methylpiperazin-1-yl)pyridin-2-yl)imidazo[1,2-a]pyridine-6-carboxamide